C(C=C)(=O)N1C(CC(CC1)N1C=NC=2C(=NC=3C(=C(C(=CC3C21)Cl)C2=CC=C(C1=CC=CC=C21)F)F)N2CC(C2)N(C)C)CC#N 2-(1-acryloyl-4-(8-chloro-4-(3-(dimethylamino)azetidin-1-yl)-6-fluoro-7-(4-fluoro-naphthalen-1-yl)-1H-imidazo[4,5-c]quinolin-1-yl)piperidin-2-yl)acetonitrile